FC(C(=O)O)(F)F.O1CCN(CC1)S(=O)(=O)N1C[C@H](C[C@@H](C1)C(F)(F)F)COC1=NC=CC(=C1)CN trans-(2-((1-(Morpholinosulfonyl)-5-(trifluoromethyl)piperidin-3-yl)methoxy)pyridin-4-yl)methanamine 2,2,2-trifluoroacetate